BrC=1C(=C(C=NC=2C(OC3=CC=CC=C3C2)=O)C=CC1)O 3-((3-bromo-2-hydroxybenzylidene)amino)-coumarin